C(C)(C)C1=C(C=CC=C1)N1/C(/SC(=CC1=O)C1=CC=CC=C1)=N/C(C1=C(C=CC=C1)Br)=O (Z)-N-(3-(2-isopropylphenyl)-4-keto-6-phenyl-3,4-dihydro-2H-1,3-thiazin-2-ylidene)-2-bromobenzamide